3-[[4-[(2R)-2-[(6-tert-Butylfuro[2,3-b]pyrazin-2-yl)methylamino]-3-[(2R)-tetrahydropyran-2-yl]propoxy]-6-(2,6-dimethylphenyl)pyrimidin-2-yl]sulfamoyl]benzoic acid C(C)(C)(C)C1=CC=2C(=NC=C(N2)CN[C@@H](COC2=NC(=NC(=C2)C2=C(C=CC=C2C)C)NS(=O)(=O)C=2C=C(C(=O)O)C=CC2)C[C@@H]2OCCCC2)O1